[Na+].C(C1=CC=CC=C1)OC(=O)N1CC(N(CC1)C)CS(=O)(=O)[O-] (4-benzyloxycarbonyl-1-methyl-piperazin-2-yl)methanesulfonic acid sodium salt